C1(CC1)CBr Cyclopropyl-methyl bromide